pentamethylcyclopentadienyl(1-tert-butyl-3,6,7,8-tetrahydro-as-indacenyl)hafnium CC1=C(C(=C(C1([Hf]C1=C(C2=C3CCCC3=CC=C2C1)C(C)(C)C)C)C)C)C